(3,4-dihydro-2H-benzo[b][1,4]dioxepin-7-yl)boronic acid neopentyl ester C(C(C)(C)C)OB(O)C1=CC2=C(OCCCO2)C=C1